CN1N=NN=C1SC1=C(C(=O)NC2=CC=C(C=C2)C(C)(C)C2=CC=CC=C2)C=C(C=C1)[N+](=O)[O-] 2-[(1-methyl-1H-tetrazol-5-yl)sulfanyl]-5-nitro-N-[4-(2-phenylpropan-2-yl)phenyl]benzamide